COC=1C=C(C=CC1NC=1N=CC2=CC=CC(=C2C1)C1=CC=NN1C)C(=O)N1CC(C1)OC (3-methoxy-4-((5-(1-methyl-1H-pyrazol-5-yl)isoquinolin-3-yl)amino)phenyl)(3-methoxyazetidin-1-yl)methanone